FC=1C=2CCCC2C(=C2CCCC12)CC(=O)NS(=O)(=O)C1=C(C=CC(=C1)C1(OCCO1)C)F 2-(8-fluoro-1,2,3,5,6,7-hexahydros-indacen-4-yl)-N-(2-fluoro-5-(2-methyl-1,3-dioxolan-2-yl)phenylsulfonyl)acetamide